Phenyltrimethoxy-silan C1(=CC=CC=C1)[Si](OC)(OC)OC